benzyl (2S,4R)-1-((5,5-dioxidodibenzo[b,d]thiophene-2-carbonyl)glycyl)-4-fluoro-4-(methoxymethyl)pyrrolidine-2-carboxylate O=S1(C2=C(C3=C1C=CC=C3)C=C(C=C2)C(=O)NCC(=O)N2[C@@H](C[C@@](C2)(COC)F)C(=O)OCC2=CC=CC=C2)=O